C(C)(C)(C)OC(=O)N1C[C@@H](CCC1)N1C(NCC1)=O (R)-3-(2-oxoimidazolidin-1-yl)piperidine-1-carboxylic acid tert-butyl ester